C(C)(C)OC1=CC=2N(C=C1)C(=CN2)C2=NC=CC(=N2)N[C@H]2CNCCC2 (R)-2-(7-isopropoxyimidazo[1,2-a]pyridin-3-yl)-N-(piperidin-3-yl)pyrimidin-4-amine